1-[(1R)-2-fluoro-1,2-dimethyl-propyl]imidazo[4,5-c]quinolin-4-amine FC([C@@H](C)N1C=NC=2C(=NC=3C=CC=CC3C21)N)(C)C